5-bromo-1-[5-(difluoromethyl)-6-(2,2-difluoro-1-methyl-ethoxy)-2-pyridyl]-6-(oxetan-3-yloxy)benzimidazole BrC1=CC2=C(N(C=N2)C2=NC(=C(C=C2)C(F)F)OC(C(F)F)C)C=C1OC1COC1